O=C1NC(C(C(N1)=O)C=O)=O 2,4,6-TRIOXO-HEXAHYDRO-PYRIMIDINE-5-CARBALDEHYDE